methyl-N-(piperidin-4-yl)isoquinolin-6-amine hydrochloride Cl.CC1=NC=CC2=CC(=CC=C12)NC1CCNCC1